ClC=1C=C2C(=NC1)C=C(O2)[Si](C)(C)C 6-chloro-2-(trimethylsilyl)furo[3,2-b]pyridine